CC1=CC2=C(C=C1N(C)C)N(C3=NC(=NC(=O)C3=N2)[O-])C[C@@H]([C@@H]([C@@H](CO)O)O)O The molecule is an organic anion that is the conjugate base of roseoflavin, obtained by removal of the imide proton at position 3. It is the major microspecies at pH 7.3 (according to Marvin v 6.2.0.). It is a conjugate base of a roseoflavin.